5-(1-(2-azabicyclo[2.1.1]hexan-5-yl)-8-(2-cyanoethyl)-7-(2,3-dichlorophenyl)-6-fluoro-4-methyl-1H-pyrrolo[3,2-c]quinolin-2-yl)-1-(cyclopropanecarbonyl)pyrrolidin-3-yl benzoate C(C1=CC=CC=C1)(=O)OC1CN(C(C1)C1=CC=2C(=NC=3C(=C(C(=CC3C2N1C1C2CNC1C2)CCC#N)C2=C(C(=CC=C2)Cl)Cl)F)C)C(=O)C2CC2